BrC=1C(=C(C(=CC1)[N+](=O)[O-])NC1=CC=C(C(=O)OC)C=C1)F methyl 4-((3-bromo-2-fluoro-6-nitrophenyl)amino)benzoate